(2-hydroxyethyl)benzenesulfonamide OCCC1=C(C=CC=C1)S(=O)(=O)N